methyl 1-amino-3-isopropyl-4-(1-isopropyl-1H-pyrazol-3-yl)-1H-pyrrole-2-carboxylate NN1C(=C(C(=C1)C1=NN(C=C1)C(C)C)C(C)C)C(=O)OC